N[C@@H](CNC1=NC(=C2C(=N1)N(N=C2)C)NC2CC(C2)C#N)C2=CC=CC=C2 3-[[6-[[(2R)-2-amino-2-phenyl-ethyl]amino]-1-methyl-pyrazolo[3,4-d]pyrimidin-4-yl]amino]cyclobutanecarbonitrile